FC1=CC(=C(C=C1)NC1=C(C(=O)O)C(=CC=C1)OC)C(C)C 2-((4-fluoro-2-isopropylphenyl)-amino)-6-meth-oxybenzoic acid